3-(1-(benzo[d]thiazol-2-ylamino)isoquinolin-4-yl)-7-chloroimidazo[1,2-a]pyridine-8-carboxylic acid methyl ester COC(=O)C=1C=2N(C=CC1Cl)C(=CN2)C2=CN=C(C1=CC=CC=C21)NC=2SC1=C(N2)C=CC=C1